ethyl 3-(3-(hydroxymethyl)-4-methylphenyl)-3-(8-methyl-3-(trifluoromethyl)-[1,2,4]triazolo[4,3-a]pyridine-7-yl)propanoate OCC=1C=C(C=CC1C)C(CC(=O)OCC)C1=C(C=2N(C=C1)C(=NN2)C(F)(F)F)C